C1(CCC(C2CCCCC12)C(=O)O)C(=O)O decahydronaphthalene-1,4-dicarboxylic acid